Cl.NC1CCS(CC1)(=O)=O 4-aminotetrahydro-2H-thiopyran 1,1-dioxide hydrochloride